C(=O)(O)CCC1(C2=CC=C(C=C2C=2C=C(C=CC12)C1=CC2=CC=CC=C2C=C1)C1=CC2=CC=CC=C2C=C1)CCC(=O)O 9,9-Bis(2-carboxyethyl)-3,6-di(2-naphthyl)fluorene